CC1(OB(OC1(C)C)C=1C=NC=2N(C1)N=CC2C2CCN(CC2)C(=O)OC2CC2)C cyclopropyl 4-(6-(4,4,5,5-tetramethyl-1,3,2-dioxaborolan-2-yl)pyrazolo[1,5-a]pyrimidin-3-yl)piperidine-1-carboxylate